(2-((5-chloro-2-((1-methyl-1H-indazol-6-yl)amino)pyrimidin-4-yl)amino)phenyl)dimethylphosphine ClC=1C(=NC(=NC1)NC1=CC=C2C=NN(C2=C1)C)NC1=C(C=CC=C1)P(C)C